3-acetyl-7-((5-fluoro-4-(4-fluoro-1-isopropyl-2-methyl-1H-benzo[d]imidazol-6-yl)pyrimidin-2-yl)amino)-4-morpholinyl-2H-benzopyran-2-one C(C)(=O)C=1C(OC2=C(C1N1CCOCC1)C=CC(=C2)NC2=NC=C(C(=N2)C=2C=C(C1=C(N(C(=N1)C)C(C)C)C2)F)F)=O